4-chloro-1H-pyrazole-3-carboxylic acid ClC=1C(=NNC1)C(=O)O